ClC=1C(=C(C=CC1)N1CCC2(CC1)C=1C=CC(=NC1C(N(C2)C2=C(C=C(C=C2)Cl)C(F)(F)F)=O)C=2C(=NC=CC2)OCC)C(F)(F)F 1'-[3-chloro-2-(trifluoromethyl)phenyl]-7-[4-chloro-2-(trifluoromethyl)phenyl]-2-(2-ethoxypyridin-3-yl)spiro[6H-1,7-naphthyridine-5,4'-piperidine]-8-one